F[C@@H](C1=CC2=C(SC(=C2)C(=O)O)C=C1)P(=O)(OC1=CC=CC=C1)N[C@H](C(OCC=1N=NC=CC1)=O)C 5-((1R)-fluoro((((S)-1-oxo-1-(pyridazin-3-ylmethoxy)propan-2-yl)amino)(phenoxy)phosphoryl)methyl)benzo[b]thiophene-2-carboxylic acid